Cl.O(C1=CC=CC=C1)C1=C2C(=NC=C1)NC=C2C2=CC(=NC=N2)N 6-(4-phenoxy-1H-pyrrolo[2,3-b]pyridin-3-yl)pyrimidin-4-amine hydrochloride